CC=1N=C2N(C=C(N=C2)C(=O)O)C1 2-methylimidazo[1,2-a]pyrazine-6-carboxylic acid